CN1C(C(C=C2C1=C(N=NC2=O)C2=CC(=CC=C2)[N+](=O)[O-])C)=O 1,3-dimethyl-8-(3-nitrophenyl)pyrido[2,3-d]pyridazine-2,5-dione